N-tertiary butyl-hydroxylamine C(C)(C)(C)NO